(±)-(4aR,13bS)-10-chloro-11-methoxy-4-(oxetan-3-ylmethyl)-1,2,3,4,4a,5,6,13b-octahydro-8H-[1,6]naphthyridino[5,6-b]quinazolin-8-one ClC=1C=C2C(N3C(=NC2=CC1OC)[C@H]1CCCN([C@@H]1CC3)CC3COC3)=O |r|